C[C@]1(C#N)C(C=CC=C1)CC[C@H]([C@H]1CNC2=C(N1)N=CC=C2)C2=CC=CC=C2 (1R)-1-methyl-2-[[(S)-phenyl-[(3S)-1,2,3,4-tetrahydropyrido[2,3-b]pyrazin-3-yl]methyl]ethyl]benzonitrile